2-((2-chloro-4-((4-nitrophenethyl)amino)quinolin-6-yl)oxy)acetic acid ClC1=NC2=CC=C(C=C2C(=C1)NCCC1=CC=C(C=C1)[N+](=O)[O-])OCC(=O)O